C(C)(C)(C)OC(=O)N1CC(CCC1)C1=CC(=CC=C1)N 3-(3-amino-phenyl)-piperidine-1-carboxylic acid tert-butyl ester